C(C)(C)(C)C1(C(C=CC=C1)OC(C(C)C1=CC=CC=C1)=O)O 2-tert-butyl-2-hydroxy-phenyl-2-phenylpropionate